C1(=CC=CC=C1)C1=NN=C(S1)CNC(=O)C1=CC(=NO1)C(F)(F)F N-[(5-phenyl-1,3,4-thiadiazol-2-yl)methyl]-3-(trifluoromethyl)-1,2-oxazole-5-carboxamide